8-(3,3,3-trifluoropropoxy)dibenzo(b,f)(1,4)oxazepin-11(10H)-one FC(CCOC1=CC2=C(OC3=C(C(N2)=O)C=CC=C3)C=C1)(F)F